CC=1C2=C(N3C1CN(CC3)C(CCOCCC)=O)OC=C2C(F)(F)F 1-(3-(4-methyl-3-(trifluoromethyl)-7,8-dihydrofuro[3',2':4,5]pyrrolo[1,2-a]pyrazin-6(5H)-yl)-3-oxopropoxy)propan